ClC(=CC1C(C1C(=O)Cl)(C)C)Cl 3-(2,2-dichlorovinyl)2,2-dimethylcyclopropylcarbonyl chloride